(R)-N-(5-(difluoromethoxy)-1H-pyrazol-3-yl)-6-((1-methylpiperidin-3-yl)oxy)pyrazin-2-amine FC(OC1=CC(=NN1)NC1=NC(=CN=C1)O[C@H]1CN(CCC1)C)F